1-(3-(4-chloro-3-(cyclopropyl-ethynyl)-1H-pyrrolo[2,3-b]pyridin-5-yl)phenyl)piperazin-2-one ClC1=C2C(=NC=C1C=1C=C(C=CC1)N1C(CNCC1)=O)NC=C2C#CC2CC2